(rac)-((1s,3s)-3-Hydroxy-3-methylcyclobutyl)(6-(pyrazolo[1,5-a]pyridin-4-yl)-2-azaspiro[3.4]octan-2-yl)methanone OC1(CC(C1)C(=O)N1CC2(C1)C[C@@H](CC2)C=2C=1N(C=CC2)N=CC1)C |r|